[Sn]=O tin-oxid